C1(CCC1)N1N=C(C=C1C1=NC2=C(N1C)C=CC(=C2)C(=O)N2C[C@@H](CCC2)N)C2CC2 (3R)-1-[2-(1-Cyclobutyl-3-cyclopropyl-1H-pyrazol-5-yl)-1-methyl-1H-1,3-benzodiazole-5-carbonyl]piperidin-3-amine